C(=O)=C1C=CC=N1 5-carbonylpyrrole